N1=CN=C(C=C1)C1C(C1)C(=O)OCC ethyl 2-pyrimidin-4-ylcyclopropanecarboxylate